N-(3-(4-methoxyphenyl)isothiazol-5-yl)cyclohexanecarboxamide COC1=CC=C(C=C1)C1=NSC(=C1)NC(=O)C1CCCCC1